NC1=C(SC2=NC(=CN=C21)C)C(=O)NC2C(C=1C=CC(=NC1CC2)N2CCC1C2CNC1)(F)F 7-amino-N-(5,5-difluoro-2-{octahydropyrrolo[2,3-c]pyrrol-1-yl}-5,6,7,8-tetrahydroquinolin-6-yl)-3-methylthieno[2,3-b]pyrazine-6-carboxamide